COC=1C=C(\C=N\NC(=O)C2=NC=C(N=C2)CC)C=C(C1)OC (E)-N'-(3,5-dimethoxybenzylidene)-5-ethylpyrazine-2-carbohydrazide